CC1=C(C=CC(=C1)OC(F)(F)F)S(=O)(=O)C1OC2(CC1=O)CCNCC2 ((2-methyl-4-(trifluoromethoxy)phenyl)sulfonyl)-1-oxa-8-azaspiro[4.5]decan-3-one